2-sulfoamino-1,6-anhydro-2-deoxy-beta-D-mannopyranose S(=O)(=O)(O)N[C@@H]1[C@H]2O[C@@H]([C@H]([C@@H]1O)O)CO2